ClC=1C=C(C=C(C1OC1=CC2=C(N=N1)N(C(C2(C)C)=O)CC2=CC=C(C=C2)OC)Cl)N2N=C(C(NC2=O)=O)C#N 2-[3,5-dichloro-4-[7-[(4-methoxyphenyl)methyl]-5,5-dimethyl-6-oxo-pyrrolo[2,3-c]pyridazin-3-yl]oxy-phenyl]-3,5-dioxo-1,2,4-triazine-6-carbonitrile